4-{(S)-2-[(S)-2-(methoxycarbonylamino)-3-phenylpropionylamino]-2-(2-methyl-thiazol-4-yl)ethyl}phenylaminosulfonic acid COC(=O)N[C@H](C(=O)N[C@@H](CC1=CC=C(C=C1)NS(=O)(=O)O)C=1N=C(SC1)C)CC1=CC=CC=C1